CN(C)C[C@H]1N(CCC1)C1=C(C=NC=2NC3=C(C=C(C=C3C21)F)NC)C=2C=C1C(C(=CN(C1=NC2)C)C(=O)O)=O (S)-6-(4-(2-((dimethylamino)methyl)pyrrolidin-1-yl)-6-fluoro-8-(methylamino)-9H-pyrido[2,3-b]indol-3-yl)-1-methyl-4-oxo-1,4-dihydro-1,8-naphthyridine-3-carboxylic acid